BrC1=CC=C(C=C1)C=1N=C2N(C=CC=C2)C1CN1CC2C(C1)CN(C2)C(=O)OC2=CC(=CC=C2)C(F)(F)F 3-(Trifluoromethyl)phenyl 5-{[2-(4-bromophenyl)imidazo[1,2-a]pyridin-3-yl]methyl}hexahydropyrrolo[3,4-c]pyrrole-2(1H)-carboxylate